NC(C(=O)NCCOCCO)=CC1=CSC=C1 2-amino-N-[2-(2-hydroxyethoxy)ethyl]-3-(thiophen-3-yl)propenamide